dipropoxytitanium diisostearate C(CCCCCCCCCCCCCCC(C)C)(=O)[O-].C(CCCCCCCCCCCCCCC(C)C)(=O)[O-].C(CC)O[Ti+2]OCCC